6-benzyloxy-12,12-dimethyl-17-nitro-6,15-bis(trifluoromethyl)-10,19-dioxa-3,4,13,18-tetraazatricyclo[12.3.1.12,5]nonadeca-1(18),2,4,14,16-pentaene C(C1=CC=CC=C1)OC1(C2=NN=C(C=3C(=CC(=C(NC(COCCC1)(C)C)N3)C(F)(F)F)[N+](=O)[O-])O2)C(F)(F)F